C(C)OC(CC1=CC(=CC=C1)C=1C(NC2=CC(=C(C=C2C1)C1=CC=C(C=C1)C1(CC1)CO)Cl)=O)=O 2-(3-(7-chloro-6-(4-(1-(hydroxymethyl)cyclopropyl)phenyl)-2-oxo-1,2-dihydroquinolin-3-yl)phenyl)acetic acid ethyl ester